BrC=1C=C(C=C2CCCN(C12)C1CN(C(C1)(C)C)S(=O)(=O)C(C)(C)C)Cl 8-bromo-1-(1-(tert-butylsulfonyl)-5,5-dimethylpyrrolidin-3-yl)-6-chloro-1,2,3,4-tetrahydroquinoline